p-fluorobenzene oxygen [O].FC1=CC=CC=C1